Cl.Cl.ClC1=C(C=CC=2N(C=NC21)CCC[C@@H]2NCCC[C@@H]2O)Cl (2S,3S)-2-(3-(4,5-dichloro-1H-benzo[d]imidazol-1-yl)propyl)piperidin-3-ol dihydrochloride